C(C)OC(=O)C=1OC2=C(C1C)C=C(C=C2)S(N(C2=C(C=CC=C2)N2C(CNCC2)CC2=CC=NC=C2)CCC2=CC=CC=C2)(=O)=O 3-methyl-5-(N-phenethyl-N-(2-(4-picolylpiperazin-1-yl)phenyl)sulfamoyl)benzofuran-2-carboxylic acid ethyl ester